BrC1=C(C(=NC(=C1)Cl)C(=O)OC)CBr methyl 4-bromo-3-(bromomethyl)-6-chloropicolinate